FC(OC1CC(C1)C(=O)OC)F methyl (1s,3s)-3-(difluoromethoxy)cyclobutane-1-carboxylate